1-Benzo[1,3]dioxol-5-ylmethyl-4-[1-(3-fluoro-benzyl)-1H-[1,2,3]triazol-4-yl]-piperidine O1COC2=C1C=CC(=C2)CN2CCC(CC2)C=2N=NN(C2)CC2=CC(=CC=C2)F